5-(2H-benzo[e][1,3]oxazin-3(4H)-yl)isophthalic acid O1CN(CC2=C1C=CC=C2)C=2C=C(C=C(C(=O)O)C2)C(=O)O